FC=1C(=CC=C2NC(C=3N(C12)C(=NN3)C)(C)C)C=3C=C(C=C1C(=CNC31)C)F 9-Fluoro-8-(5-fluoro-3-methyl-1H-indol-7-yl)-1,4,4-trimethyl-5H-[1,2,4]triazolo[4,3-a]quinoxaline